5-(3-fluoro-5-(trifluoromethyl)benzyl)-4H-1,2,4-triazole-3-carboxamide FC=1C=C(CC=2NC(=NN2)C(=O)N)C=C(C1)C(F)(F)F